COC(=O)C1=CC2=C(NC(=N2)C2=C(C(=CC=C2)Br)C)C(=C1)I 2-(3-bromo-2-methylphenyl)-7-iodo-1H-benzo[d]imidazole-5-carboxylic acid methyl ester